O[C@H]1CN(C[C@@H](C1)NC1=NC=C(C=N1)C(F)(F)F)C1=NC2=C(N1C)C=CC(=C2)C2N(CCCC2)C(=O)OC(C)(C)C tert-Butyl 2-(2-((3R,5R)-3-hydroxy-5-((5-(trifluoromethyl)pyrimidin-2-yl)amino)piperidin-1-yl)-1-methyl-1H-benzo[d]imidazol-5-yl)piperidine-1-carboxylate